ClC1([C@H]([C@@H]1C1=CC(=CC(=C1)Cl)Cl)C(=O)O)Cl |r| racemic-trans-2,2-dichloro-3-(3,5-dichlorophenyl)cyclopropane-carboxylic acid